C(OC#CCC)([O-])=O butynyl carbonate